3-[7-chloro-2-(4-fluorophenyl)-1H-indol-3-yl]-N-[(1S)-2,2-difluoro-1-(hydroxymethyl)ethyl]propanamide ClC=1C=CC=C2C(=C(NC12)C1=CC=C(C=C1)F)CCC(=O)N[C@H](C(F)F)CO